4'-(5-(Hydroxymethyl)isoxazol-3-yl)-5-(4-(trifluoromethyl)benzamido)-[1,1'-biphenyl]-3-carboxylic acid OCC1=CC(=NO1)C1=CC=C(C=C1)C1=CC(=CC(=C1)NC(C1=CC=C(C=C1)C(F)(F)F)=O)C(=O)O